C(C=CC=CCCCCCCCCCCCCC)(=O)OCCCCCCCCCCCCCCCCCCCCCCCCCCCCCCCC(=O)N[C@@H](CO)[C@H](O)CCCCCCCCCCCCCCC N-(32-(9Z,12Z-octadecadienoyloxy)-dotriacontanoyl)-sphinganine